ethyl 5-bromo-3-((2-(2-ethoxy-2-oxoethyl)phenoxy)methyl)benzofuran-2-carboxylate BrC=1C=CC2=C(C(=C(O2)C(=O)OCC)COC2=C(C=CC=C2)CC(=O)OCC)C1